FC(C(=O)O)(F)F.CN1C=NC(=C1CSC=1NC(C2=C(N1)CCC2)=O)C(F)(F)F 2-({[3-Methyl-5-(trifluoromethyl)imidazole-4-yl]methyl}sulfanyl)-3H,5H,6H,7H-cyclopenta[d]pyrimidin-4-one trifluoroacetate salt